C(C)OC=1C(=CC2=CN(N=C2C1)C)[N+](=O)[O-] 6-ethoxy-2-methyl-5-nitro-2H-indazole